[Br-].[Br-].C(CCCCCCCCCCCCCCC)[N+](CCOC(NCC(CCC(CNC(OCC[N+](C)(C)CCCCCCCCCCCCCCCC)=O)C)(C)C)=O)(C)C N1,N16-Dihexadecyl-N1,N1,N16,N16,7,7,10-heptamethyl-4,13-dioxo-3,14-dioxa-5,12-diazahexadecane-1,16-diaminium dibromide